(Boc)-4-aminobenzoate C(=O)(OC(C)(C)C)OC(C1=CC=C(C=C1)N)=O